4-[4-(3-hydroxypropyloxy)benzoyl]chalcone OCCCOC1=CC=C(C(=O)C2=CC=C(C=C2)\C=C\C(=O)C2=CC=CC=C2)C=C1